FC1=CC=CC2=C1SC(=C2C)CN(C(/C=C/C2=CC1=C(NC(C(CC1)NC(OC(C)(C)C)=O)=O)N=C2)=O)C tert-Butyl (E)-(3-(3-(((7-fluoro-3-methylbenzo[b]thiophen-2-yl)methyl)(methyl)amino)-3-oxoprop-1-en-1-yl)-8-oxo-6,7,8,9-tetrahydro-5H-pyrido[2,3-b]azepin-7-yl)carbamate